FC(C1(CN(CCC1)CCC)O)F (2S)-1-(3-(difluoromethyl)-3-hydroxypiperidine-1-yl)propane